(Z)-1-acetyl-2-((5-(2-morpholino-2-oxo-ethoxy)pyridin-2-yl)methylene)-indolin-3-one C(C)(=O)N1\C(\C(C2=CC=CC=C12)=O)=C/C1=NC=C(C=C1)OCC(=O)N1CCOCC1